4-(2,3-dichloro-6-((2-(trimethylsilyl)ethoxy)methoxy)phenyl)-1-(3-(((tetrahydro-2H-pyran-2-yl)oxy)amino)propyl)pyrrolidin-2-one ClC1=C(C(=CC=C1Cl)OCOCC[Si](C)(C)C)C1CC(N(C1)CCCNOC1OCCCC1)=O